ClC1=C(CN2C=NC3=C2C=C(C=C3)C3=CC(=NN3)NC(C3=CC=C(C=C3)\C=C\CC(=O)NO)=O)C(=CC=C1)Cl (E)-N-(5-(1-(2,6-dichlorobenzyl)-1H-benzo[d]imidazol-6-yl)-1H-pyrazol-3-yl)-4-(4-(hydroxyamino)-4-oxobut-1-en-1-yl)benzamide